CN1C(CN(CC1)C)C(=O)N1CCN(CC1)C1=C(C=CC=C1)/C=C/C(=O)NO (E)-3-(2-(4-(1,4-dimethylpiperazine-2-carbonyl)piperazin-1-yl)phenyl)-N-hydroxyacrylamide